FC1=C(O[C@@H]2CN(CC2)CC(=O)NC=2C=CC=C3C(=CNC23)C2=NC(=NC=C2C)NC2=NN(C(=C2)C)C)C=CC(=C1)F (S)-2-(3-(2,4-difluorophenoxy)pyrrolidin-1-yl)-N-(3-(2-((1,5-dimethyl-1H-pyrazol-3-yl)amino)-5-methylpyrimidin-4-yl)-1H-indol-7-yl)acetamide